C(C)(C)(C)OC(=O)NCCCNC1=NC2=C(C3=CN=CC=C13)C=CC(=C2)C(=O)O 5-((3-((tert-butoxycarbonyl)amino)propyl)amino)benzo[c][2,6]naphthyridine-8-carboxylic acid